NC=1C=CC(=C(C(=O)O)C1)OC1(CO)[C@@H](O)[C@H](O[C@H]2[C@H](O)[C@@H](O)[C@@H](O)[C@H](O2)CO)[C@H](O1)CO 5-amino-2-{[4-O-(β-D-galactopyranosyl)-D-fructofuranosyl]oxy}benzoic acid